ClC=1C=C2C(C(=C(N(C2=NC1)C1=NC=CN=C1)N1CC2=NC=CC=C2C1)C(=O)O)=O 6-chloro-4-oxo-1-(pyrazin-2-yl){5H,6H,7H-pyrrolo-[3,4-b]pyridin-6-yl}-1,4-dihydro-1,8-naphthyridine-3-carboxylic acid